N,N-dimethyloctacosane-19,22-dien-9-amine CN(C(CCCCCCCC)CCCCCCCCCC=CCC=CCCCCC)C